9H-β-Carboline-3-carboxylic acid C1=NC(=CC=2C3=CC=CC=C3NC12)C(=O)O